1,2-diformyloxypropylamine C(=O)OC(C(C)OC=O)N